7-Chloro-4-[2-methoxy-4-(trifluoromethyl)phenyl]-1-methyl-pyrazolo[3,4-d]pyridazine ClC=1N=NC(=C2C1N(N=C2)C)C2=C(C=C(C=C2)C(F)(F)F)OC